4-chloro-2-(5-methylthiazol-2-yl)-1-p-toluenesulfonyl-1H-pyrrole ClC=1C=C(N(C1)S(=O)(=O)C1=CC=C(C)C=C1)C=1SC(=CN1)C